O=C1NN=C(C2=CC=CC=C12)CC=1C=CC(=C(C1)C1=CC2=C(NC(=N2)NC(N)=O)C=C1)OC(F)(F)F 3-(5-(5-((4-oxo-3,4-dihydrophthalazin-1-yl)methyl)-2-(trifluoromethoxy)phenyl)-1H-benzoimidazol-2-yl)urea